S(=O)(=O)(O)O[C@@H]1[C@H]2[C@]34C=5C(=C(C=CC5C[C@H]([C@@H]3C=C1)N(C)CC4)OS(=O)(=O)O)O2 Morphine Sulfate Sulfate